ClC=1C(=C2C=NNC2=C(C1F)CC(=O)N(C)C)C=1N=CC=2N(C1)C=C(N2)NC(=O)C2C(C2)F N-(6-(5-chloro-7-(2-(dimethylamino)-2-oxoethyl)-6-fluoro-1H-indazol-4-yl)imidazo[1,2-a]pyrazin-2-yl)-2-fluorocyclopropane-1-carboxamide